3-(2-(4-fluorobenzamido)benzo[d]thiazol-5-yl)-N-isopentylbenzamide FC1=CC=C(C(=O)NC=2SC3=C(N2)C=C(C=C3)C=3C=C(C(=O)NCCC(C)C)C=CC3)C=C1